methyl 4-((4-aminobut-2-yn-1-yl)carbamoyl)-2-(3-aminoprop-1-yn-1-yl)benzoate NCC#CCNC(=O)C1=CC(=C(C(=O)OC)C=C1)C#CCN